2-Methyl-2-(3-(trifluoromethyl)-4-((4-(4-(trifluoromethyl)benzyl)piperazin-1-yl)methyl)phenoxy)propanoic acid ethyl ester C(C)OC(C(C)(OC1=CC(=C(C=C1)CN1CCN(CC1)CC1=CC=C(C=C1)C(F)(F)F)C(F)(F)F)C)=O